2-(6-(Benzyloxy)hexyl)-3-fluoro-4-methylbenzenesulfonyl chloride C(C1=CC=CC=C1)OCCCCCCC1=C(C=CC(=C1F)C)S(=O)(=O)Cl